FC1=CC2=C(N=C(S2)[C@H]2N(CCC3=C2N=CN3)C(CCC=3SC=CN3)=O)C=C1 (S)-1-(4-(6-fluorobenzo[d]thiazol-2-yl)-6,7-dihydro-1H-imidazo[4,5-c]pyridin-5(4H)-yl)-3-(thiazol-2-yl)propan-1-one